ethyl (S)-3-((R)-5-acetyl-1-(4-chlorophenyl)-7-fluoro-1-((3-fluorooxetan-3-yl)methoxy)-3-oxoisoindolin-2-yl)-3-(4-chlorophenyl)propanoate C(C)(=O)C=1C=C2C(N([C@@](C2=C(C1)F)(OCC1(COC1)F)C1=CC=C(C=C1)Cl)[C@@H](CC(=O)OCC)C1=CC=C(C=C1)Cl)=O